C(C1=CC=CC=C1)OC=1C=2N(N=C(C1)C1=CC3=C(N=C(S3)C3CCNCC3)C(=C1)F)C=C(N2)C 8-(benzyloxy)-6-[4-fluoro-2-(piperidin-4-yl)-1,3-benzothiazol-6-yl]-2-methylimidazo[1,2-b]pyridazine